BrC1=C(OC=2C(=NC=NC2)N2CC3(C2)CC(C3)=O)C=CC(=C1)F 2-(5-(2-bromo-4-fluorophenoxy)pyrimidin-4-yl)-2-azaspiro[3.3]heptan-6-one